2-(2-(dimethylamino)benzyl)-7-methoxyimidazo[1,2-c]quinazolin-5-amine CN(C1=C(CC=2N=C3N(C(=NC=4C(=CC=CC34)OC)N)C2)C=CC=C1)C